C(C)OC(=O)C=1C(=NC(=NC1)Cl)NC1CCS(CC1)(=O)=O 2-chloro-4-((1,1-dioxotetrahydro-2H-thiopyran-4-yl)amino)pyrimidine-5-carboxylic acid ethyl ester